OCC=1C=C(C=CC1N1CCN(CC1)C)NC=1N=C(C2=C(N1)SC=C2C)NC2=CC=CC(=N2)C(C)(C)O 2-(6-((2-((3-(hydroxymethyl)-4-(4-methylpiperazin-1-yl)phenyl)amino)-5-methylthieno[2,3-d]pyrimidin-4-yl)amino)pyridin-2-yl)propan-2-ol